4,4-bis(1,1-dimethylethylperoxy)pentanoic acid butyl ester C(CCC)OC(CCC(C)(OOC(C)(C)C)OOC(C)(C)C)=O